1-(6-(4,5-dimethyl-1H-imidazol-2-yl)pyridin-2-yl)-1H-pyrazole-3-formaldehyde CC=1N=C(NC1C)C1=CC=CC(=N1)N1N=C(C=C1)C=O